2-(6-Chloro-7-methylimidazo[1,2-a]pyridin-8-yl)-5-(tert-pentyl)benzene-1,3-diol ClC=1C(=C(C=2N(C1)C=CN2)C2=C(C=C(C=C2O)C(C)(C)CC)O)C